[2H]C1=NN(C=2C1=NC=C(C2)C2=CC(=C(C=C2)F)C(F)F)CC=2OC(=NN2)C 2-[[3-Deuterio-6-[3-(difluoromethyl)-4-fluoro-phenyl]pyrazolo[4,3-b]pyridin-1-yl]methyl]-5-methyl-1,3,4-oxadiazole